benzyl 4-(2-(4-(((tert-butoxycarbonyl)amino)methyl)-2,3-difluorophenyl)-3-cyano-9,10-dihydro-4H-benzo[d]pyrazolo[1,5-a][1,3]diazepin-7-yl)piperazine-1-carboxylate C(C)(C)(C)OC(=O)NCC1=C(C(=C(C=C1)C1=NN2C(NC3=C(CC2)C=C(C=C3)N3CCN(CC3)C(=O)OCC3=CC=CC=C3)=C1C#N)F)F